Trioctyl(4-vinylbenzyl)phosphonium C(CCCCCCC)[P+](CC1=CC=C(C=C1)C=C)(CCCCCCCC)CCCCCCCC